4-(3-allylazetidin-1-yl)-6,7-dimethoxyquinazoline C(C=C)C1CN(C1)C1=NC=NC2=CC(=C(C=C12)OC)OC